ClC1=CC=C(C=C1)C1=CN(C=C1)C12CC(C1)(C2)NC(OC(C)(C)C)=O tert-butyl (3-(3-(4-chlorophenyl)-1H-pyrrol-1-yl)bicyclo[1.1.1]pentan-1-yl)carbamate